C(C=C)(=O)C1C2(N(CCC1)C1=CC=C(C=C1)C)NC1=CC=CC=C1C2=O 3'-acryloyl-1'-p-tolyl-spiro[indoline-2,2'-piperidin]-3-one